3-((2S,3S,4R,5R)-3,4-bis(benzyloxy)-5-((benzyloxy)methyl)tetrahydrofuran-2-yl)-6-chloro-N-cyclopentylimidazo[1,2-b]pyridazin-8-amine C(C1=CC=CC=C1)O[C@H]1[C@@H](O[C@@H]([C@H]1OCC1=CC=CC=C1)COCC1=CC=CC=C1)C1=CN=C2N1N=C(C=C2NC2CCCC2)Cl